N-(6-amino-5-ethyl-3-pyridyl)-2-[(5S)-5-methyl-2-[6-(4-methylpiperazin-1-yl)-3-pyridyl]-1-piperidyl]-2-oxo-acetamide NC1=C(C=C(C=N1)NC(C(=O)N1C(CC[C@@H](C1)C)C=1C=NC(=CC1)N1CCN(CC1)C)=O)CC